4-Methylbenzenesulfonic acid 3-azidopropyl ester N(=[N+]=[N-])CCCOS(=O)(=O)C1=CC=C(C=C1)C